N,N-dimethylpent-4-ynamide CN(C(CCC#C)=O)C